Heneicosa-12,15,18-trienoic acid C(CCCCCCCCCCC=CCC=CCC=CCC)(=O)O